O=C1C2=C(C=C3N1N=C(S3)NC=3C=C(C(=O)NCC=1SC=CC1)C=CC3)COC2 3-((5-Oxo-6,8-dihydro-5H-furo[3,4-d][1,3,4]thiadiazolo[3,2-a]pyridin-2-yl)amino)-N-(thiophen-2-ylmethyl)benzamide